C(=CC)CC[SiH](OC)OC 2-propenyl-ethyldimethoxysilane